C(C=C)(=O)N1[C@H](CN(CC1)C1=NC(=NC2=CC(=C(C=C12)F)C1=CC=CC2=C1C=CS2)OC[C@H]2N(CCC2)C)CC#N 2-((S)-1-acryloyl-4-(7-(benzothien-4-yl)-6-fluoro-2-(((S)-1-methylpyrrolidin-2-yl)methoxy)quinazolin-4-yl)piperazin-2-yl)acetonitrile